1-(7-chloro-4-(((R)-1-(3-((S)-1,1-difluoro-2-hydroxypropyl)phenyl)ethyl)amino)-2-methylpyrido[2,3-d]pyrimidin-6-yl)cyclopropane-1-carbonitrile ClC=1C(=CC2=C(N=C(N=C2N[C@H](C)C2=CC(=CC=C2)C([C@H](C)O)(F)F)C)N1)C1(CC1)C#N